5-ethyl-2-[6-[(2S)-2-(hydroxymethyl)morpholin-4-yl]pyridazin-3-yl]-3-methylphenol C(C)C=1C=C(C(=C(C1)O)C=1N=NC(=CC1)N1C[C@H](OCC1)CO)C